5-bromo-N,N-bis(4-methoxybenzyl)-6-(trifluoromethyl)pyridin-3-amine BrC=1C=C(C=NC1C(F)(F)F)N(CC1=CC=C(C=C1)OC)CC1=CC=C(C=C1)OC